ClC1=CC=C(COC2=NN=C(S2)NC(C2=CN=CC=C2C2=C(C=CC=C2OC)OC)=O)C=C1 N-(5-((4-chlorobenzyl)oxy)-1,3,4-thiadiazol-2-yl)-4-(2,6-dimethoxyphenyl)nicotinamide